7-(2-(1-methylpiperidin-4-yl)acetyl)-5,6,7,8-tetrahydropyrido[3,4-d]pyrimidine CN1CCC(CC1)CC(=O)N1CC=2N=CN=CC2CC1